N-(4-(5-benzyl-2-(4-fluorophenyl)-4,5,6,7-tetrahydropyrazolo[1,5-a]pyrazin-3-yl)pyridin-2-yl)-2-cyclohexylacetamide C(C1=CC=CC=C1)N1CC=2N(CC1)N=C(C2C2=CC(=NC=C2)NC(CC2CCCCC2)=O)C2=CC=C(C=C2)F